1-(3-bromo-5-fluorophenyl)piperazine BrC=1C=C(C=C(C1)F)N1CCNCC1